CC1=CC(=NC=C1OC1=CC(=C2C(=N1)N(C=N2)C)NC=2N=NC(=CC2)N2C[C@H](N([C@H](C2)C)C)C)C#N |r| (±)-4-methyl-5-{3-methyl-7-[6-((3r,5s)-3,4,5-trimethyl-piperazin-1-yl)-pyridazin-3-ylamino]-3H-imidazo[4,5-b]pyridin-5-yloxy}-pyridine-2-carbonitrile